2-(2-chlorophenyl)-N-(4-(((1-methyl-1H-pyrazol-4-yl)oxy)methyl)-3-sulfophenyl)acrylamide Ditert-butyl-4-oxopiperidine-1,2-dicarboxylate C(C)(C)(C)OC(=O)N1C(CC(CC1)=O)C(=O)OC(C)(C)C.ClC1=C(C=CC=C1)C(C(=O)NC1=CC(=C(C=C1)COC=1C=NN(C1)C)S(=O)(=O)O)=C